Cl.CC1C2=C(NC(O1)=O)N=CN=C2N2CCNCC2 4-methyl-5-(piperazin-1-yl)-1,4-dihydro-2H-pyrimido[4,5-d][1,3]oxazin-2-one hydrochloride